C(C)C1=C(C=CC=C1)C1=C(C=CC(=N1)NS(=O)(=O)C1=CC=CC(=N1)N1CC(CCC1)(C(=O)O)CCC)C(F)(F)F 1-(6-{[6-(2-ethylphenyl)-5-(trifluoromethyl)pyridin-2-yl]Sulfamoyl}pyridin-2-yl)-3-propylpiperidine-3-carboxylic acid